tert-butyl (3R,4S)-3-amino-4-methylpyrrolidine-1-carboxylate N[C@H]1CN(C[C@@H]1C)C(=O)OC(C)(C)C